melamin tartrate C(=O)(O)C(O)C(O)C(=O)O.N1=C(N)N=C(N)N=C1N